ClC1=CC=C(OC2C(N(C3CC23)C2=CC(=NN2)C2=CN=NC=C2)=O)C=C1 endo-4-(4-chlorophenoxy)-2-(3-(pyridazin-4-yl)-1H-pyrazol-5-yl)-2-azabicyclo-[3.1.0]hexan-3-one